C(C)(C)C=1C=C(OCC=2N(C(=NN2)C2=CC=C(C=N2)NC(OC(C)(C)C)=O)C)C=CC1 tert-Butyl N-[6-[5-[(3-isopropylphenoxy)methyl]-4-methyl-1,2,4-triazol-3-yl]-3-pyridyl]carbamate